FC(C1=CC=C(C=C1)[C@@H](C)C1CN(C1)C(=O)N1C[C@@H]2[C@@H](OCC(N2)=O)CC1)(F)F |o1:8| (4aR,8aS)-6-(3-((S or R)-1-(4-(Trifluoromethyl)phenyl)ethyl)azetidine-1-carbonyl)hexahydro-2H-pyrido[4,3-b][1,4]oxazin-3(4H)-one